(1s,3s,4r)-5-methylene-2-azabicyclo[2.2.2]octane-2,3-dicarboxylic acid C=C1[C@@H]2[C@H](N([C@H](C1)CC2)C(=O)O)C(=O)O